ClC=1C=C(C=C(C1F)Cl)C1(CC(=NO1)N1CC=2C=NC(=CC2C1)C(=O)N1CC(C1)(F)F)C(F)(F)F (2-(5-(3,5-dichloro-4-fluorophenyl)-5-(trifluoromethyl)-4,5-dihydroisoxazol-3-yl)-2,3-dihydro-1H-pyrrolo[3,4-c]pyridin-6-yl)(3,3-difluoroazetidin-1-yl)methanone